C(#N)C1CN(C1)S(=O)(=O)N1C[C@H](CCC1)C(=O)N1[C@H](CCC1)C(=O)NCC1=CC(=C(C=C1)OC)C 1-(((3S)-1-((3-cyano-1-azetidinyl)sulfonyl)-3-piperidinyl)carbonyl)-N-(4-methoxy-3-methylbenzyl)-D-prolinamide